[1,8]naphthyridin-3(4H)-carboxylate N1=CC(CC2=CC=CN=C12)C(=O)[O-]